2'-chloro-N-{5-[1-(difluoromethyl)-3-methyl-1H-pyrazole-5-carbonyl]-4H,5H,6H-pyrrolo[3,4-d][1,3]thiazol-2-yl}-5'-methoxy-6-methyl-[4,4'-bipyridine]-3-carboxamide ClC1=NC=C(C(=C1)C1=C(C=NC(=C1)C)C(=O)NC=1SC2=C(N1)CN(C2)C(=O)C2=CC(=NN2C(F)F)C)OC